Cl.NCCN(C(C)C=1C(=C(C#N)C=CC1F)F)CC 3-(1-((2-aminoethyl)(ethyl)amino)ethyl)-2,4-difluorobenzonitrile hydrochloride